(S)-N-(3-(5-Fluoro-2-((3-methoxy-1-methyl-1H-pyrazol-4-yl)amino)pyrimidin-4-yl)-1H-indol-7-yl)pyrrolidine-2-carboxamide FC=1C(=NC(=NC1)NC=1C(=NN(C1)C)OC)C1=CNC2=C(C=CC=C12)NC(=O)[C@H]1NCCC1